6-(Z)-(1'-methyl-4-hydroxy-3-methylbut-2-en-1-ylamino)-3-glucopyranosylpurine CC(\C=C(/CO)\C)NC1=C2N=CN=C2N(C=N1)C1[C@H](O)[C@@H](O)[C@H](O)[C@H](O1)CO